CC1=C(C(=CC(=C1)C)C)N1C(N2C(C=CC=C2N2CCOCC2)=C1)=[Au-2]Cl 2-(2,4,6-trimethylphenyl)-5-(morpholin-4-yl)imidazo[1,5-a]pyridin-3-ylidenegold(I) chloride